C(#N)N1[C@H](C[C@@](C1)(C)O)C(=O)N(C1=CC=C(C=C1)S(F)(F)(F)(F)F)C(C(=O)NC1CCC(CC1)(F)F)C=1C(=NC=CC1C)C (2R,4R)-1-cyano-N-[2-[(4,4-difluorocyclohexyl)amino]-1-(2,4-dimethyl-3-pyridyl)-2-oxo-ethyl]-4-hydroxy-4-methyl-N-[4-(pentafluoro-λ6-sulfanyl)phenyl]pyrrolidine-2-carboxamide